(S)-(2-fluorophenyl)ethylamine FC1=C(C=CC=C1)CCN